ClC1=NC=CC(=C1)NC(=O)C=1N(C=C(C1F)S(N[C@@H](C(F)(F)F)C)(=O)=O)C (R)-N-(2-chloropyridin-4-yl)-3-fluoro-1-methyl-4-(N-(1,1,1-trifluoropropan-2-yl)sulfamoyl)-1H-pyrrole-2-carboxamide